N-(2-(1-ethyl-2,2-dimethylpyrrolidin-3-yl)thieno[2,3-b]pyridin-4-yl)-4,6-difluorobenzo[d]thiazol-5-amine C(C)N1C(C(CC1)C1=CC=2C(=NC=CC2NC=2C(=CC3=C(N=CS3)C2F)F)S1)(C)C